C(#C)[C@]1([C@H](CC(O1)N1C(NC(C(=C1)F)=O)=O)O)CO 1-((4S,5R)-5-ethynyl-4-hydroxy-5-(hydroxymethyl)tetrahydrofuran-2-yl)-5-fluoropyrimidine-2,4(1H,3H)-dione